1-(tert-butyl)-3-(1,4-dioxaspiro[4.4]nonan-7-yl)-1H-pyrazole-5-carboxylic acid C(C)(C)(C)N1N=C(C=C1C(=O)O)C1CC2(OCCO2)CC1